C[Si](OC)(OC)CCCN(C)CCC[Si](C)(OC)OC bis(methyldimethoxysilylpropyl)-n-methyl-amine